ClC1=NC=C(C(=N1)N[C@H](C)C1=NC=CC=C1)N (R)-2-chloro-N4-(1-(pyridin-2-yl)ethyl)pyrimidine-4,5-diamine